C1(=CC=CC=C1)N1CCN(CC1)C(=O)NC1=CC=C(C=C1)C 4-phenyl-N-(p-tolyl)piperazine-1-carboxamide